C1(CCCC1)CN(C1=CC2=C(C(=N1)CCO)CNC2=O)C (6-((cyclopentylmethyl)(methyl)amino)-1-oxo-2,3-dihydro-1H-pyrrolo[3,4-c]pyridin-4-yl)methylmethanol